4-(acetyloxy)-2-ethyl-3-[(3-methylimidazol-4-yl)methyl]butanoate C(C)(=O)OCC(C(C(=O)[O-])CC)CC=1N(C=NC1)C